BrC1=C(C=C(OC2OCCCC2)C=C1)C 2-(4-bromo-3-methylphenoxy)tetrahydro-2H-pyran